Cl.CC1CCC1 methyl-cyclobutane hydrochloride